(2S)-amino-N-((S)-8,9-difluoro-6-oxo-1,4,5,6-tetrahydro-2H-pyrano[3,4-c]isoquinolin-1-yl)-(3S)-hydroxy-N-methylbutanamide N[C@@](C(=O)N(C)[C@@H]1COCC=2NC(C=3C=C(C(=CC3C21)F)F)=O)(CC)O